C(CC)C(C(=O)[O-])CCCCCCC.C[N+](C)(C)C tetramethylammonium 2-propylnonanoate